O=C1C(=CN=C(N1CC(=O)OCCCC)C1=CC=CC=C1)NC(C)C1=CC=C(C=C1)OC1=CC=CC=C1 butyl l-2-(6-oxo-5-((1-(4-phenoxyphenyl)ethyl)amino)-2-phenylpyrimidin-1(6H)-yl)acetate